3-fluoro-4-iodo-5,7,8,8-tetramethyl-5-phenyl-5,8,9,10-tetrahydropyrido[2,3-b][1,6]naphthyridin-6(7H)-one FC1=C(C2=C(NC=3CC(N(C(C3C2(C2=CC=CC=C2)C)=O)C)(C)C)N=C1)I